CN1CCN(CC1)C1=CC=C(C=C1)NC1=NC=NC(=C1)N1OCC[C@@H]1C1=CC=CC=C1 (R)-N-(4-(4-methylpiperazin-1-yl)phenyl)-6-(3-phenylisoxazolidin-2-yl)pyrimidin-4-amine